C(#N)C1=CC=C(C=C1)C(CN[C@H](C(=O)NC1=NC=C(C=C1)N1CC(N(CC1)C)=O)C1=CC=CC=C1)C (S)-2-((2-(4-cyanophenyl)propyl)amino)-N-(5-(4-methyl-3-oxopiperazin-1-yl)pyridin-2-yl)-2-phenylacetamide